C(#N)C=1C=C(C=C(C1)F)[C@H]1N(OCC1)C(=O)[C@@H]1CC[C@H](CC1)CNC1=CC(=NC=N1)C(=O)N trans-6-(((4-((S)-3-(3-cyano-5-fluorophenyl)isoxazolidine-2-carbonyl)cyclohexyl)methyl)amino)pyrimidine-4-carboxamide